2-chloro-3-piperazin-1-yl-quinoline hydrochloride Cl.ClC1=NC2=CC=CC=C2C=C1N1CCNCC1